ClC=1C=NN(C(C1)=O)[C@@H](C(=O)O)C (2R)-2-(4-chloro-6-oxo-pyridazin-1-yl)propanoic acid